2-cyano-6-methylthieno[2,3-d]pyrimidin-4-yl 4-methylbenzenesulfonate CC1=CC=C(C=C1)S(=O)(=O)OC=1C2=C(N=C(N1)C#N)SC(=C2)C